ClC1=CC=C(C(=N1)N1N=C(C=C1C)C#N)C(CC(C(F)(F)F)=O)=O 1-[6-chloro-3-(4,4,4-trifluoro-3-oxo-butanoyl)-2-pyridyl]-5-methyl-pyrazole-3-carbonitrile